N1(N=CC=C1)CCCN 3-(1H-pyrazol-1-yl)propan-1-amine